(dimethylaminopropylmethacrylamidophenyl)porphine CN(C)CCCC=1C(=C(C=CC1)C1=C2NC(=C1)C=C1C=CC(=N1)C=C1C=CC(N1)=CC=1C=CC(N1)=C2)NC(C(=C)C)=O